(4-bromophenyl)(7,7-dimethyl-7H-furo[2,3-f]chromen-2-yl)methanone BrC1=CC=C(C=C1)C(=O)C1=CC=2C(=C3C=CC(OC3=CC2)(C)C)O1